[Pb].[Rh].[Pt] platinum-rhodium-lead